NC1CC2(C1)CN(CC2)C(=O)OC(C)(C)C tert-butyl 2-amino-6-aza-spiro[3.4]octane-6-carboxylate